(4E,7Z,10Z)-tridecatrien-1-ol acetate C(C)(=O)OC=C\C=C\C=CCCCCCCC